2-chloro-4,6-bis((2-decyltetradecyl)oxy)-1,3,5-triazine ClC1=NC(=NC(=N1)OCC(CCCCCCCCCCCC)CCCCCCCCCC)OCC(CCCCCCCCCCCC)CCCCCCCCCC